TetraEthOxySilane tert-butyl-(4-(methoxyamino)-4-oxobutyl)(methyl)carbamate C(C)(C)(C)OC(N(C)CCCC(=O)NOC)=O.C(C)O[Si](OCC)(OCC)OCC